2-(2-methyl-3-oxo-2,3-dihydro-[1,2,4]triazolo[4,3-a]pyridin-7-yl)1,2,3,4-tetrahydropyrido[2,3-b]pyrazine-7-carboxylic acid sodium salt [Na+].CN1N=C2N(C=CC(=C2)C2NC3=C(NC2)N=CC(=C3)C(=O)[O-])C1=O